C(C)[C@H]1N(CC2=CC(=CC(=C2C1)F)C(=O)OC)C[C@]12OC[C@H](NC1)C2 methyl (3R)-3-ethyl-5-fluoro-2-[[(1R,4R)-2-oxa-5-azabicyclo[2.2.1]heptan-1-yl]methyl]-3,4-dihydro-1H-isoquinoline-7-carboxylate